Benzyl 4-(2-[1-[2-(2,6-dioxopiperidin-3-yl)-3-hydroxy-1-oxo-3H-isoindol-5-yl]piperidin-4-yl]ethyl)piperazine-1-carboxylate O=C1NC(CCC1N1C(C2=CC=C(C=C2C1O)N1CCC(CC1)CCN1CCN(CC1)C(=O)OCC1=CC=CC=C1)=O)=O